ClC1=C(C=CC=C1)C1CC2(C1)NC(N(C2=O)C2=CN=CC1=CC(=CC=C21)F)=O 2-(2-chlorophenyl)-7-(7-fluoroisoquinolin-4-yl)-5,7-diazaspiro[3.4]octane-6,8-dione